FC1=C(OC2=CC=C(C=C2)C(CC(=O)N)=O)C=CC(=C1)F 3-(4-(2,4-difluorophenoxy)phenyl)-3-oxopropanamide